2,4-Di-tert-butylphenyl 3,5-di-tert-butyl-4-hydroxybenzoate C(C)(C)(C)C=1C=C(C(=O)OC2=C(C=C(C=C2)C(C)(C)C)C(C)(C)C)C=C(C1O)C(C)(C)C